5-(4-((1-(Benzo[4,5]imidazo[1,2-a]pyrimidin-2-yl)piperidin-4-yl)methyl)piperazin-1-yl)-2-(2,4-dioxotetrahydropyrimidin-1(2H)-yl)isoindoline-1,3-dione N=1C=2N(C=CC1N1CCC(CC1)CN1CCN(CC1)C=1C=C3C(N(C(C3=CC1)=O)N1C(NC(CC1)=O)=O)=O)C1=C(N2)C=CC=C1